C(C)OC(CC1C=2C(C3=C(C(=N1)C)C=C(C=C3)OC)=CN(C(C2)=O)C)=O Ethyl-2-(9-methoxy-2,7-dimethyl-3-oxo-3,5-dihydro-2H-benzo[c]pyrido[3,4-e]azepin-5-yl)acetate